IC1[C@H]2[C@@H]3CC=C[C@@]3(C)CC[C@@H]2[C@]2(CC[C@@H](CC2=C1)O)C 7-iodo-androsta-5,16-dien-3beta-ol